FC1=CC(=C(C=C1)C=1C=C(N)C=CC1)C=1N(C=CN1)C 3-[4-fluoro-2-(1-methylimidazol-2-yl)phenyl]aniline